C(C)(C)(C)C=1C=C(C=C(C1O)C)CCCOP1(OC2=C(C3=C(O1)C(=CC(=C3)CCCC)CCCC)C=C(C=C2)CCCC)CCCC 6-[3-(3-tert-butyl-4-hydroxy-5-methylphenyl)propoxy]-2,4,6,10-tetrabutyldibenzo[d,f][1,3,2]dioxaphosphepin